C(CCCC)NC(=O)OC=1C=C(C=CC1)C=1C=NC=C(C(=O)OCC)C1 ethyl 5-(3-((pentylcarbamoyl)oxy)phenyl)nicotinate